CN1[C@H]2CN(C[C@@H]1CC2)C=2C(=C(N)C=CC2)[N+](=O)[O-] 3-((1R,5S)-8-methyl-3,8-diazabicyclo[3.2.1]octan-3-yl)-2-nitroaniline